FC=1C(=NC=C(C#N)C1)OCCOC1=CC(=CC=C1)N1C(=NC=C1)C 5-fluoro-6-(2-(3-(2-methyl-1H-imidazol-1-yl)phenoxy)ethoxy)nicotinonitrile